C1(CCCCC1)NC1=NC=C(C(=C1)OC)[N+](=O)[O-] N-cyclohexyl-4-methoxy-5-nitropyridin-2-amine